BrC=1C2=C(C3=CN(N=C3C1)C)C(NC2C2=C(C=C(C=C2)F)Cl)=O 5-bromo-6-(2-chloro-4-fluorophenyl)-2-methyl-7,8-dihydro-6H-pyrrolo[4,3-e]indazol-8-one